ClC=1C=C2C=C(N(C2=CC1)C)C(=O)N1C(CCCC1)C1=CC=NC=C1 (5-Chloro-1-methyl-1H-indol-2-yl)(4-pyridylpiperidin-1-yl)methanone